FC(COC=1C=C(C(=NC1)C=1OC2=C(N1)C=C(C=C2)S(C(F)(F)F)(=O)=NCC)S(=O)(=O)CC)(C)F [2-[5-(2,2-difluoropropoxy)-3-ethylsulfonyl-2-pyridyl]-1,3-benzoxazol-5-yl]-ethylimino-oxo-(trifluoromethyl)-λ6-sulfane